OC1(C(COC1)NC(OC(C)(C)C)=O)COC rac-syn-tert-butyl (4-hydroxy-4-(methoxymethyl)tetrahydrofuran-3-yl)carbamate